C1(CCC1)S(=O)(=N)C1=CC=C(C=C1)NC1=NC=C2C=CN=C(C2=C1)C#CC1=CC2=C(OCC(N2)=O)N=C1 7-((7-((4-(cyclobutanesulfonimidoyl)phenyl)amino)-2,6-naphthyridin-1-yl)ethynyl)-1H-pyrido[2,3-b][1,4]oxazin-2(3H)-one